C1=C(NC=N1)CC(=O)COP(=O)([O-])[O-] The molecule is dianion of 3-(imidazol-4-yl)-2-oxopropyl dihydrogen phosphate arising from deprotonation of both phosphate OH groups; major species at pH 7.3. It has a role as a Saccharomyces cerevisiae metabolite. It is a conjugate base of a 3-(imidazol-4-yl)-2-oxopropyl dihydrogen phosphate.